6-methyl-3-iodo-1-p-toluenesulfonyl-1H-indole CC1=CC=C2C(=CN(C2=C1)S(=O)(=O)C1=CC=C(C)C=C1)I